C[C@H](CC)[C@H](\C(=C\CC)\C)O |r| (3rs,4rs,5e)-3,5-dimethyl-5-octen-4-ol